CC(CCC)OC(=O)COC1=C(C2=CC=CC=C2C=C1)C1=C(C=CC2=CC=CC=C12)OCC(=O)OC(C)CCC 2,2'-bis(2-pentoxycarbonylmethoxy)-1,1'-binaphthyl